N-(furan-2-ylmethyl)o-bromobenzamide O1C(=CC=C1)CNC(C1=C(C=CC=C1)Br)=O